nickel (II) bis(2,2,2-trifluoroethyl) phosphate P(=O)(OCC(F)(F)F)(OCC(F)(F)F)[O-].[Ni+2].FC(COP(=O)(OCC(F)(F)F)[O-])(F)F